N1N=CC(=C1)CN(C(=O)NCC=1NC2=CC(=CC=C2C1)OCC=1N=CSC1)C 1-((1H-pyrazol-4-yl)methyl)-1-methyl-3-((6-(thiazol-4-ylmethoxy)-1H-indol-2-yl)methyl)urea